[O-]P([O-])(=O)NP(=O)([O-])OP(=O)([O-])[O-] imido-triphosphate